C(CC)[Si](OC)(C)C propyl-dimethylmethoxysilan